1-(4-chlorophenyl)-4-phenylnaphthalene ClC1=CC=C(C=C1)C1=CC=C(C2=CC=CC=C12)C1=CC=CC=C1